[SiH](O)(O)O silantriol